tert-butyl (S)-4-(5-(8-chloronaphthalen-1-yl)-8-(((S)-1-methylpyrrolidin-2-yl)methoxy)-3,4-dihydro-2H-pyrano[2,3-f]quinazolin-10-yl)-2-(cyanomethyl)piperazine-1-carboxylate ClC=1C=CC=C2C=CC=C(C12)C1=C2C(=C3C(=NC(=NC3=C1)OC[C@H]1N(CCC1)C)N1C[C@@H](N(CC1)C(=O)OC(C)(C)C)CC#N)OCCC2